FC(C)(F)[C@@]1(C[C@@H]([C@H](O1)C(=O)NC1=CC(=NC=C1)C(=O)N)C1=C(C(=C(C=C1)F)F)OC)C (2S,3R,5S)-4-[[5-(1,1-Difluoroethyl)-3-(3,4-difluoro-2-methoxy-phenyl)-5-methyl-tetrahydrofuran-2-carbonyl]amino]pyridin-2-carboxamid